1-(tert-butyl)-N-(2-methyl-4-(6-(1-methyl-1H-pyrazol-4-yl)pyrazolo[1,5-a]pyridin-4-yl)benzyl)-1H-1,2,3-triazole-4-carboxamide C(C)(C)(C)N1N=NC(=C1)C(=O)NCC1=C(C=C(C=C1)C=1C=2N(C=C(C1)C=1C=NN(C1)C)N=CC2)C